6-((1H-pyrazolo[3,4-b]pyridin-5-yl)methyl)-N-(3-fluoro-5-(trifluoromethyl)phenyl)-4,5,6,7-tetrahydrothieno[2,3-c]pyridine-3-carboxamide N1N=CC=2C1=NC=C(C2)CN2CC1=C(CC2)C(=CS1)C(=O)NC1=CC(=CC(=C1)C(F)(F)F)F